5-fluorouridine monophosphate (5-fluorouridinemonophosphonate) FC=1C(NC(N([C@]2([C@H](O)[C@H](O)[C@@H](CO)O2)P(O)(=O)O)C1)=O)=O.P(=O)(O)(O)O.FC=1C(NC(N([C@H]2[C@H](O)[C@H](O)[C@@H](CO)O2)C1)=O)=O